C(C)N1N=C2N=C(C=NC2=C1)N[C@@H](C)C=1C=C(C=CC1)NC(C1=CN=C(C=C1)NC)=O (S)-N-(3-(1-((2-ethyl-2H-pyrazolo[3,4-b]pyrazin-6-yl)amino)ethyl)phenyl)-6-(methylamino)nicotinamide